C(C)(C)N1C2=NC(=NC(=C2N=C1)N)NC1CCNCC1 9-isopropyl-N2-(piperidin-4-yl)-9H-purine-2,6-diamine